[N+](=O)([O-])C1=CC=C(C=C1)C#CC(CC=C)(O)[Si](C)(C)C(C)(C)C 6-p-nitrophenyl-4-(t-butyldimethylsilyl)-1-hexen-5-yn-4-ol